Icosanol C(CCCCCCCCCCCCCCCCCCC)O